FC1=CC=C(C=C1)CCOC1=CC(=C(C(=O)NC=2C=C(C=CC2C(F)(F)F)C2CC2)C(=C1)C)C (1R,2S)-2-[3-({4-[2-(4-fluorophenyl)ethoxy]-2,6-dimethylbenzoyl}amino)-4-(trifluoromethyl)Phenyl]Cyclopropane